C(#N)C=1C=C(C=CC1)C=1C=C2C(=NC1)NC(=N2)C2CN(CC2)C#N 3-(6-(3-Cyanophenyl)-3H-imidazo[4,5-b]pyridin-2-yl)pyrrolidine-1-carbonitrile